C(CCCCCCCCCCCCC)N(C(CO)=O)CCCCCCCCCCCCCC N,N-dimyristyl-hydroxyacetamide